CS(=O)(=O)NC(C1=CC=CC(=C1)C(F)(F)F)=O N-(methylsulfonyl)-5-(trifluoromethyl)benzamide